FC(C=1C=CC(=NC1)NC1=CC(=C(N=N1)C(=O)NC([2H])([2H])[2H])NC1=NC=CC=C1SC)F 6-((5-(difluoromethyl)pyridin-2-yl)amino)-N-(methyl-d3)-4-((3-(methylthio)pyridin-2-yl)amino)pyridazine-3-carboxamide